Cl.N[C@@H](CC(=O)O)CN1N=C(N=N1)C1=C(C=C(C=C1)OC1=CC=C(C=C1)Cl)F (S)-3-amino-4-(5-(4-(4-chlorophenoxy)-2-fluorophenyl)-2H-tetrazol-2-yl)butanoic acid hydrochloride